(2-fluoro-6-((isopropyl (methyl) amino) methyl) benzyl) carbamate C(N)(OCC1=C(C=CC=C1CN(C)C(C)C)F)=O